N,N-bis(2-hydroxyethyl)-1,3-propanediamine C(CN)CN(CCO)CCO